3-((cyanomethyl)amino)-5-(trifluoromethyl)pyridine C(#N)CNC=1C=NC=C(C1)C(F)(F)F